N-prop-2-ynyl-1-[[5-[5-(trifluoromethyl)-1,2,4-oxadiazol-3-yl]-2-thienyl]methyl]pyrazole-4-carboxamide C(C#C)NC(=O)C=1C=NN(C1)CC=1SC(=CC1)C1=NOC(=N1)C(F)(F)F